2,4-Bis{N-[1-(2-Hydroxy-2-Methylpropoxy)-2,2,6,6-Tetramethyl-piperidin-4-yl]-N-Butylamino}-6-(2-Hydroxyethylamino)-S-Triazin OC(CON1C(CC(CC1(C)C)N(CCCC)C1=NC(=NC(=N1)N(C1CC(N(C(C1)(C)C)OCC(C)(O)C)(C)C)CCCC)NCCO)(C)C)(C)C